Boric acid trifluoroacetate FC(C(=O)O)(F)F.B(O)(O)O